5,5'-sulfonyldi-isophthalic acid S(=O)(=O)(C=1C=C(C=C(C(=O)O)C1)C(=O)O)C=1C=C(C=C(C(=O)O)C1)C(=O)O